acryloylisocyanate C(C=C)(=O)N=C=O